CN([C@@H]1[C@H](CN(C1)CC1=C(C=CC=C1C)F)C1=CC=C(C=C1)N1CCN(CC1)CCCCNC(OC(C)(C)C)=O)C tert-butyl (4-(4-(4-((3S,4R)-4-(dimethylamino)-1-(2-fluoro-6-methylbenzyl)pyrrolidin-3-yl)phenyl)piperazin-1-yl)butyl)carbamate